C(C)(C)(C)OC(=O)N1CCC2(CCN(C2=O)C2=CC=C3C=C(NC3=C2)C2=NN(C=3CC(CCC23)(C)C)C2OCCCC2)CC1 2-{2-[6,6-Dimethyl-1-(Oxacyclohexan-2-yl)-5,7-dihydro-4H-indazol-3-yl]-1H-indol-6-yl}-1-oxo-2,8-diazaspiro[4.5]decane-8-carboxylic acid tert-butyl ester